COC(=O)C1CCNC2(CCC2C(=O)C2=NN(C(=C2)C2=CC(=NC=C2F)OC)COCC[Si](C)(C)C)C1 [5-(5-fluoro-2-methoxypyridin-4-yl)-1-{[2-(trimethylsilyl)ethoxy]methyl}pyrazole-3-carbonyl]-5-azaspiro[3.5]nonane-8-carboxylic acid methyl ester